1-phenyl-3-(quinolin-6-yl)urea C1(=CC=CC=C1)NC(=O)NC=1C=C2C=CC=NC2=CC1